9-((1r)-2-(N-(((7R)-2-carboxy-8-oxo-7-(2-phenylacetamido)-5-thia-1-azabicyclo[4.2.0]oct-2-en-3-yl)methyl)-N-methylsulfamoyl)phenyl)-3,6-bis((2-chlorophenyl)(methyl)amino)xanthylium C(=O)(O)C=1N2C([C@H](C2SCC1CN(S(=O)(=O)C1=C(C=CC=C1)C=1C2=CC=C(C=C2[O+]=C2C=C(C=CC12)N(C)C1=C(C=CC=C1)Cl)N(C)C1=C(C=CC=C1)Cl)C)NC(CC1=CC=CC=C1)=O)=O